N-(2-methyl-2-piperidin-1-ylpropyl)-8-oxononanamide CC(CNC(CCCCCCC(C)=O)=O)(C)N1CCCCC1